C1(=CC=CC=2OC3=C(C21)C=CC=C3)C=3C(=C(C(=NC3C3=CC=CC=2OC1=C(C23)C=CC=C1)N1C2=CC=CC=C2C=2C=C(C=CC12)C1=CC=CC=C1)N1C2=CC=CC=C2C=2C=C(C=CC12)C1=CC=CC=C1)C1=C(C=CC=C1)C1=CC=NC=C1 9,9'-(5,6-bis(dibenzo[b,d]furan-1-yl)-4-(2-(pyridin-4-yl)phenyl)pyridine-2,3-diyl)bis(3-phenyl-9H-carbazole)